ethyl 3-methoxy-2-oxo-1H-quinoline-4-carboxylate COC=1C(NC2=CC=CC=C2C1C(=O)OCC)=O